N-(3-(3-(hydroxymethyl)-1-(4-methyl-4H-1,2,4-triazol-3-yl)cyclobutyl)phenyl)-7-methyl-4-(((S)-3-methylpiperidin-1-yl)methyl)-6,7-dihydro-5H-cyclopenta[b]pyridine-2-carboxamide OCC1CC(C1)(C1=NN=CN1C)C=1C=C(C=CC1)NC(=O)C1=CC(=C2C(=N1)C(CC2)C)CN2C[C@H](CCC2)C